O1CCN(CCC1)CC(=O)NC=1C=C(C(=NC1)C)NC(=O)C=1C=NN2C1SC(=C2)C=2C=NN(C2)C N-(5-(2-(1,4-oxaazepan-4-yl)acetamido)-2-methylpyridin-3-yl)-2-(1-methyl-1H-pyrazol-4-yl)pyrazolo[5,1-b]Thiazole-7-carboxamide